1H-benzotriazole-1-yloxytripyrrolidinophosphonium hexafluorophosphate F[P-](F)(F)(F)(F)F.N1(N=NC2=C1C=CC=C2)O[P+](N2CCCC2)(N2CCCC2)N2CCCC2